CC1(CN(CCC1NC(CNC)=O)C(C(F)(F)C1=C(C=CC(=N1)C(=O)NC1=CC(=C(C=C1)F)C)F)=O)C 6-(2-(3,3-dimethyl-4-(2-(methylamino)acetamido)piperidin-1-yl)-1,1-difluoro-2-oxoethyl)-5-fluoro-N-(4-fluoro-3-methylphenyl)picolinamide